CN(C1CCN(CC1)C(=O)C=1N=C(SC1)C=1C=NN(C1)C1=CC=CC=C1)C(C)C n-methyl-1-[2-(1-phenyl-1H-pyrazol-4-yl)-1,3-thiazole-4-carbonyl]-N-(propan-2-yl)piperidin-4-amine